1-[5-chloro-2-(2-hydroxyethyl)phenyl]-3-(3-methylsulphanylphenyl)urea ClC=1C=CC(=C(C1)NC(=O)NC1=CC(=CC=C1)SC)CCO